1-phenyl-3-(3-methylphenyl)-1-propyne C1(=CC=CC=C1)C#CCC1=CC(=CC=C1)C